FC1=CC=C(C=C1)N1CC(CCC1)NC(=O)N 1-[1-(4-fluorophenyl)piperidin-3-yl]urea